FC=1C(=NC=C(C1)F)CNC(=O)C1=CN=C(S1)N1CCC(CC1)N1CC2=CC=C(C=C2CC1)OC N-[(3,5-difluoropyridin-2-yl)methyl]-2-[4-(6-methoxy-3,4-dihydroisoquinolin-2(1H)-yl)piperidin-1-yl]-1,3-thiazole-5-carboxamide